BrC1=CN=C2N(C3=CC(=C(C=C3OC2=C1)Br)C)CCC=O 3-{6,12-dibromo-13-methyl-9-oxa-2,4-diazatricyclo[8.4.0.0^{3,8}]tetradeca-1(14),3,5,7,10,12-hexaen-2-yl}propanal